2,3-bis[6-(1-hexyldecyloxycarbonyloxy)hexyloxy]propanoic acid C(CCCCC)C(CCCCCCCCC)OC(=O)OCCCCCCOC(C(=O)O)COCCCCCCOC(=O)OC(CCCCCCCCC)CCCCCC